COC=1C(=NC(=C(C1)C)OC)CC(C)NC(OC(C)(C)C)=O tert-butyl (1-(3,6-dimethoxy-5-methylpyridin-2-yl)propan-2-yl)carbamate